CC=C(CC)C 1,2-dimethyl-butene